3-morpholinophenone N1C(COCC1)C(=O)C1=CC=CC=C1